FC(C1=CC=C(O[C@H]2CN(CC2)C(=O)OC(C)(C)C)C=C1)(F)F tert-butyl (R)-3-(4-(trifluoromethyl) phenoxy)pyrrolidine-1-carboxylate